COC([C@H](C)OC1=C(C=CC(=C1)Br)C#N)=O (2S)-2-(5-bromo-2-cyanophenoxy)propionic acid methyl ester